6-fluoro-4-methoxy-2-[3-methoxy-1-methyl-1H-pyrazol-4-yl]-5-(trifluoromethyl)pyrimidine FC1=C(C(=NC(=N1)C=1C(=NN(C1)C)OC)OC)C(F)(F)F